FC1=C(C=C(C=C1)F)[C@@H]1N(C[C@@H](C1)O)C1=NC=2N(C=C1)N=CC2NC(=O)N[C@@H]2[C@@H](C2)F 1-(5-((2R,4R)-2-(2,5-difluorophenyl)-4-hydroxypyrrolidin-1-yl)pyrazolo[1,5-a]pyrimidin-3-yl)-3-((1S,2R)-2-fluorocyclopropyl)urea